N-((1r,4r)-4-acetamidocyclohexyl)-4-(isopropylamino)-6-(1H-pyrazol-4-yl)quinoline-3-carboxamide C(C)(=O)NC1CCC(CC1)NC(=O)C=1C=NC2=CC=C(C=C2C1NC(C)C)C=1C=NNC1